di-(4-n-nonylphenyl)-carbonate C(CCCCCCCC)C1=CC=C(C=C1)OC(OC1=CC=C(C=C1)CCCCCCCCC)=O